(2-aminobenzyl)-L-valine methyl ester COC([C@@H](NCC1=C(C=CC=C1)N)C(C)C)=O